Ethyl 2-[3-[(3-hydroxy-5-methoxycarbonyl-benzoyl) amino] propionylamino]-4-methyl-thiazole-5-carboxylate OC=1C=C(C(=O)NCCC(=O)NC=2SC(=C(N2)C)C(=O)OCC)C=C(C1)C(=O)OC